[Si](C)(C)(C(C)(C)C)OCCN1N=CC(=C1)C=1C(=CC(=NC1)C1(NC(=NC(=C1)NCC1=C(C=C(C=C1)OC)OC)C(F)F)N)C1CC1 4-(5-(1-(2-((tert-butyldimethylsilyl)oxy)ethyl)-1H-pyrazol-4-yl)-4-cyclopropylpyridin-2-yl)-2-(difluoromethyl)-N6-(2,4-dimethoxybenzyl)pyrimidine-4,6-diamine